benzyl (S)-4-(4-(tert-butoxycarbonyl)-3-(cyanomethyl) piperazin-1-yl)-2-chloro-5,8-dihydropyrido[3,4-d]Pyrimidine-7(6H)-formate C(C)(C)(C)OC(=O)N1[C@H](CN(CC1)C=1C2=C(N=C(N1)Cl)CN(CC2)C(=O)OCC2=CC=CC=C2)CC#N